O=C1N(CCN(C1)C1=CC=CC=C1)C1C(NC(S1)=O)=O 5-(2-oxO-4-phenylpiperazin-1-yl)thiazolidine-2,4-dione